3-(4-dodecylbenzoyl)-5,7-dimethoxy-2H-1-benzopyran-2-one C(CCCCCCCCCCC)C1=CC=C(C(=O)C=2C(OC3=C(C2)C(=CC(=C3)OC)OC)=O)C=C1